OC1(CN(C1)CCNC(O[C@H]1[C@H](NC[C@@H]1O)CC1=CC=C(C=C1)OC)=O)C (2R,3S,4S)-4-hydroxy-2-[(4-methoxyphenyl) methyl]pyrrolidin-3-yl N-[2-(3-hydroxy-3-methylazetidin-1-yl)ethyl]carbamate